FC1(CN(CC1)C1=CC=C(C=C1)[C@@H](C)N1N=CC2=C(C=CC(=C12)C(=O)NC1CC2(CCC2)C1)C#CC)F (Sa,R)-6-(1-(1-(4-(3,3-difluoropyrrolidin-1-yl)phenyl)ethyl)-4-(propane-1-yn-1-yl)-1H-indazole-7-carboxamido)spiro[3.3]Heptane